ethyl 3-(2-(((6-chloropyrimidin-4-yl)oxy)methyl)-6-cyclopropylimidazo[1,2-a]pyridin-8-yl)propanoate ClC1=CC(=NC=N1)OCC=1N=C2N(C=C(C=C2CCC(=O)OCC)C2CC2)C1